(2S,4S)-1-((R)-2-hydroxy-2-phenylacetyl)-N-((S)-3-oxo-1-((S)-2-oxopyrrolidin-3-yl)-4-(trifluoromethoxy)butan-2-yl)-4-phenylpyrrolidine-2-carboxamide O[C@@H](C(=O)N1[C@@H](C[C@H](C1)C1=CC=CC=C1)C(=O)N[C@@H](C[C@H]1C(NCC1)=O)C(COC(F)(F)F)=O)C1=CC=CC=C1